2-((3-(6-chloropyridazin-4-yl)-5-(2,3-difluorophenyl)pyrazin-2-yl)amino)-3-(furan-2-yl)propanoic acid ClC1=CC(=CN=N1)C=1C(=NC=C(N1)C1=C(C(=CC=C1)F)F)NC(C(=O)O)CC=1OC=CC1